C(N)(=O)C(CN1C(C=2C=CC3=C(C2C1)C=C(C=C3)C=3C=C(C(=O)N)C=CC3)=O)=C 3-[2-(2-carbamoyl-2-methylideneethyl)-3-oxo-1H,2H,3H-benzo[e]isoindol-8-yl]benzamide